CO\C=C(\C(=O)OC)/OC1=C(C=CC(=C1)N1N=C(C=C1)C(C(F)(F)F)C)C methyl (Z)-3-methoxy-2-[2-methyl-5-[3-(2,2,2-trifluoro-1-methyl-ethyl)pyrazol-1-yl]phenoxy]prop-2-enoate